C(\C=C\C(=O)O)(=O)O.NC1=C(C(=O)NC23CCC(CC2)(CC3)O)C=C(C=N1)C1=CC=C(C=C1)[C@@]13CN(C[C@H]3C1)C1CCOCC1 2-amino-N-(4-hydroxy-bicyclo[2.2.2]oct-1-yl)-5-(4-((1R,5S)-3-(tetrahydro-2H-pyran-4-yl)-3-azabicyclo[3.1.0]hex-1-yl)phenyl)nicotinamide fumarate